COC1=CC=C(C=N1)C1(CC1)N 1-(6-Methoxypyridin-3-Yl)Cyclopropanamine